OC[C@H]1O[C@@H]([C@@H]([C@H]([C@H]1O)N1N=NC(=C1)C1=C(C(=C(C=C1)F)F)F)OC)CC1=CC(=NO1)C1(CCOCC1)C (2R,3R,4S,5R,6R)-2-(hydroxymethyl)-5-methoxy-6-((3-(4-methyltetrahydro-2H-pyran-4-yl)isoxazol-5-yl)methyl)-4-(4-(2,3,4-trifluorophenyl)-1H-1,2,3-triazol-1-yl)tetrahydro-2H-pyran-3-ol